C(=O)C1=CC=C(C=CC2=CC=[NH+]C=C2)C=C1 4-(4-formyl-styryl)pyridinium